morpholinone hydrochloride Cl.N1C(COCC1)=O